ClC1=C(C=C(C=C1)[C@H]1CC2(CNC2)CC1)C (R)-6-(4-Chloro-3-methylphenyl)-2-azaspiro[3.4]octan